C1N(CCC2=CC=CC=C12)CC1=CC(C(=CO1)OC(C)C1CC2(CN(C2)C(=O)OC(C)(C)C)C1)=O tert-Butyl 6-(1-((6-((3,4-dihydroisoquinolin-2(1H)-yl)-methyl)-4-oxo-4H-pyran-3-yl)oxy)-ethyl)-2-azaspiro[3.3]-heptane-2-carboxylate